tert-butyl (2-amino-5-(4-(4-methylpiperazin-1-yl)piperidin-1-yl)phenyl)carbamate NC1=C(C=C(C=C1)N1CCC(CC1)N1CCN(CC1)C)NC(OC(C)(C)C)=O